C1=2S(NC(C=3C=CC=NC3N3CCC(CCCNC(=CC=C1)N2)C3)=O)(=O)=O 2λ6-thia-3,9,11,18,23-pentaazatetracyclo[17.3.1.111,14.05,10]tetracosa-1(23),5(10),6,8,19,21-hexaene-2,2,4-trione